NCC=1C=NC(=NC1)N1CCN(CC1)C1=C(C=C(C=C1)N1C(N(C=2C=NC=3C=CC(=CC3C21)C=2C=NC(=CC2)OC)C)=O)C(F)(F)F 1-(4-(4-(5-(aminomethyl)pyrimidin-2-yl)piperazin-1-yl)-3-(trifluoromethyl)phenyl)-8-(6-methoxypyridin-3-yl)-3-methyl-1,3-dihydro-2H-imidazo[4,5-c]quinolin-2-one